7-methyl-6-nitro-[1,2,4]triazolo[1,5-a]pyridin-2-amine CC1=CC=2N(C=C1[N+](=O)[O-])N=C(N2)N